4-((3-aminoazetidin-1-yl)methyl)-N-(4-(4-morpholino-7H-pyrrolo[2,3-d]pyrimidin-6-yl)phenyl)picolinamide NC1CN(C1)CC1=CC(=NC=C1)C(=O)NC1=CC=C(C=C1)C1=CC2=C(N=CN=C2N2CCOCC2)N1